cis-2,6-dicyclopropylpiperidin-4-one C1(CC1)[C@@H]1N[C@@H](CC(C1)=O)C1CC1